(S)-5-(1-bromo-8-chloroimidazo[1,5-a]pyrazin-3-yl)-4-azaspiro[2.4]heptane-4-carboxylic acid tert-butyl ester C(C)(C)(C)OC(=O)N1C2(CC2)CC[C@H]1C1=NC(=C2N1C=CN=C2Cl)Br